1-(3-chloro-5-(trifluoromethyl)pyridin-2-yl)piperazine ClC=1C(=NC=C(C1)C(F)(F)F)N1CCNCC1